N-cyclohexylaminomethylmethyldiethoxysilane C1(CCCCC1)NC[Si](OCC)(OCC)C